C1(CC1)C1=C(C=C(C(=N1)CN1CCC2(CN(C(O2)=O)C2=CC=C(C=C2)S(=O)(=O)O)CC1)OCC)C1=CC=C(C=C1)F 4-(8-((6-cyclopropyl-3-ethoxy-5-(4-fluorophenyl)pyridin-2-yl)methyl)-2-oxo-1-oxa-3,8-diazaspiro[4.5]decan-3-yl)benzenesulfonic acid